N1[C@@H](CC2=CC=CC=C12)CO [(2S)-indolin-2-yl]methanol